CON(C(=O)C=1C=CC2=C(N=C(O2)NC=2OC3=C(N2)C=C(C=C3)F)C1)C N-methoxy-N-methyl-2-(5-fluoro-1,3-benzoxazol-2-ylamino)-1,3-benzoxazole-5-carboxamide